BrC1=CC2=C(N=C(O2)C2=CC=CC=C2)C=C1 6-bromo-2-phenyl-1,3-benzoxazole